FC=1C(=C(C=CC1F)[C@H]1[C@@H](O[C@]([C@H]1C)(C(F)(F)F)C)C(=O)NC1=CC(=NC=C1)C(=O)N)C=C 4-((2R,3S,4S,5R)-3-(3,4-difluoro-2-vinylphenyl)-4,5-dimethyl-5-(trifluoromethyl)tetrahydrofuran-2-carboxamido)picolinamide